(2-(octadecyloxy) ethyl) phosphate P(=O)(OCCOCCCCCCCCCCCCCCCCCC)([O-])[O-]